C(C)(C)(C)NC(C)=NC(C)(C)C N,N'-di-tert-butyl-acetamidine